N-[(4-{[4-(2-morpholin-4-ylethoxy)benzyl]amino}-3-nitrophenyl)sulfonyl]-2-(1H-pyrrolo[2,3-b]pyridin-5-yloxy)benzamide N1(CCOCC1)CCOC1=CC=C(CNC2=C(C=C(C=C2)S(=O)(=O)NC(C2=C(C=CC=C2)OC=2C=C3C(=NC2)NC=C3)=O)[N+](=O)[O-])C=C1